C(C)O[Si](CCCC1N(CCCCC1)C(=O)N)(OCC)OCC (3-(triethoxysilyl)propyl)azepane-1-carboxamide